(S)-5-amino-2-((chloromethoxy)carbonylamino)-5-oxopentanoic acid ethyl ester C(C)OC([C@H](CCC(=O)N)NC(=O)OCCl)=O